Ethyl 7-((7-bromo-4-methyl-5,5-dioxido-4,10-dihydrobenzo[f]thieno[3,2-c][1,2]thiazepin-10-yl)amino)heptanoate BrC1=CC2=C(C(C3=C(N(S2(=O)=O)C)C=CS3)NCCCCCCC(=O)OCC)C=C1